N'-(4-((2-chlorophenyl)amino)-2,5-dimethylphenyl)-N-ethyl-N-methylformimidamide ClC1=C(C=CC=C1)NC1=CC(=C(C=C1C)N=CN(C)CC)C